(5-(benzyloxy)-2-hydroxyphenyl)dimethylphosphine oxide C(C1=CC=CC=C1)OC=1C=CC(=C(C1)P(C)(C)=O)O